COC1=C(C=CC(=C1)C=1N(C=CN1)C)NC=1N=CC2=C(N1)C(=NC(=C2)C)N2CC1(CCO1)C2 N-(2-methoxy-4-(1-methyl-1H-imidazol-2-yl)phenyl)-6-methyl-8-(1-oxa-6-azaspiro[3.3]heptan-6-yl)pyrido[3,4-d]pyrimidin-2-amine